methyl 2-((4-acetoxy-3-methoxystyryl)oxy)-2-methylpropanoate C(C)(=O)OC1=C(C=C(C=COC(C(=O)OC)(C)C)C=C1)OC